(triphenyl-phosphino)palladium C1(=CC=CC=C1)P(C1=CC=CC=C1)(C1=CC=CC=C1)[Pd]